2-(6-((5-cyclopropyl-3-(2,6-dichlorophenyl)isoxazol-4-yl)methoxy)-3-azabicyclo[3.1.1]heptan-3-yl)benzo[d]thiazole-6-carboxylic acid C1(CC1)C1=C(C(=NO1)C1=C(C=CC=C1Cl)Cl)COC1C2CN(CC1C2)C=2SC1=C(N2)C=CC(=C1)C(=O)O